CC1=CC=CC=2N(C(N(C21)C2=C(C=C(C=C2)B2OC(C(O2)(C)C)(C)C)C)=O)CC(=O)OCC ethyl 2-(4-methyl-3-(2-methyl-4-(4,4,5,5-tetramethyl-1,3,2-dioxaborolan-2-yl)phenyl)-2-oxo-benzimidazol-1-yl)acetate